(2S,3R)-1-[6-[1-(azetidin-3-yl)pyrazol-4-yl]-5-methyl-3-(trifluoromethyl)imidazo[1,2-a]pyrazin-8-yl]-2-methyl-azetidin-3-ol N1CC(C1)N1N=CC(=C1)C=1N=C(C=2N(C1C)C(=CN2)C(F)(F)F)N2[C@H]([C@@H](C2)O)C